[N+](=O)([O-])C(CCCC)=N nitropentanimine